trans-2-isopropyl-5-methylcyclohexanone C(C)(C)[C@@H]1C(C[C@H](CC1)C)=O